8-bromo-3-methyl-1,3,4,5-tetrahydrobenzo[c][1,7]naphthyridin-6(2H)-one BrC=1C=CC2=C(C(NC=3CN(CCC23)C)=O)C1